(R)-N-(3-(2-((2-fluoro-3-(methylsulfonyl)phenyl)amino)-5-methylpyrimidin-4-yl)-1H-indol-7-yl)-3-methoxy-2-(4-methyl-1,4-diazepan-1-yl)propanamide FC1=C(C=CC=C1S(=O)(=O)C)NC1=NC=C(C(=N1)C1=CNC2=C(C=CC=C12)NC([C@@H](COC)N1CCN(CCC1)C)=O)C